tetra-vinyl-cyclotetrasilane (S)-ethyl-2-(4-((2-chloro-6-fluorophenyl)carbamoyl)-2-fluoro-5-((1,1,1-trifluoropropan-2-yl)oxy)phenyl)-5-ethyloxazole-4-carboxylate C(C)OC(=O)C=1N=C(OC1CC)C1=C(C=C(C(=C1)O[C@H](C(F)(F)F)C)C(NC1=C(C=CC=C1F)Cl)=O)F.C(=C)[SiH]1[SiH]([SiH]([SiH]1C=C)C=C)C=C